C(=O)(O)C1=C(C=C(C=C1)C1=CC(=C(C(=O)O)C=C1)O)O 4-(4-carboxy-3-hydroxy-phenyl)-2-hydroxy-benzoic acid